4-Chlorophenyl-dimethylsilane ClC1=CC=C(C=C1)[SiH](C)C